((6-(isopropyl(methyl)amino)-1-oxo-2-(6-(4-(o-tolyl)-4H-1,2,4-triazol-3-yl) Pyridin-2-yl)-2,3-dihydro-1H-pyrrolo[3,4-c]pyridin-4-yl)methyl)(methyl)carbamate C(C)(C)N(C1=CC2=C(C(=N1)COC(NC)=O)CN(C2=O)C2=NC(=CC=C2)C2=NN=CN2C2=C(C=CC=C2)C)C